N1N=CC(=C1)NC1=NC=C(C(=N1)C=1C(=C(C(=O)NCC#N)C=CC1)F)F (2-((1H-pyrazol-4-yl)amino)-5-fluoropyrimidin-4-yl)-N-(cyanomethyl)-2-fluorobenzamide